C(C)(=O)C=1C=C(C=CC1)NC(/C=C/C(=O)O)=O (2E)-4-[(3-ACETYLPHENYL)AMINO]-4-OXOBUT-2-ENOIC ACID